isopropyl ((2,6-dihydroxy-3'-methyl-4-pentyl-[1,1'-biphenyl]-3-yl)methyl)(methyl)carbamate OC1=C(C(=CC(=C1CN(C(OC(C)C)=O)C)CCCCC)O)C1=CC(=CC=C1)C